[Na].S(=O)(=O)(O)C(C(=O)OCCCCC)CC(=O)OCCCCC diamyl sulfosuccinate sodium